C(C)(C)(C)OC(NC(COC1=CC(=C(C=C1)C)C(NC1(CC1)C1=CC(=CC2=CC=CC=C12)C=1SC=CC1)=O)C)=O tert-butyl(1-(4-methyl-3-((1-(3-(thiophen-2-yl)naphthalen-1-yl)cyclopropyl)carbamoyl)phenoxy)propan-2-yl)carbamate